n-undecylphosphoric acid C(CCCCCCCCCC)OP(O)(O)=O